1-(methylamino)-4-(2-methylpyridin-3-yl)-6-(trifluoromethyl)-3H-pyrido[1,2-C]pyrimidin-3-one CNC1=NC(C(=C2N1C=CC(=C2)C(F)(F)F)C=2C(=NC=CC2)C)=O